C1(CCCC1)N=S(=O)(C1=CC=C(C=C1)C1=NOC(=N1)C(F)(F)F)C (cyclopentylimino)(methyl)(4-(5-(trifluoromethyl)-1,2,4-oxadiazol-3-yl)phenyl)-λ6-sulfanone